chloro-N-(3-(3,3-dimethylbut-1-yn-1-yl)phenyl)-N-methyl-[1,2,4]triazolo[4,3-a]quinazolin-5-amine ClC1=NN=C2N1C1=CC=CC=C1C(=N2)N(C)C2=CC(=CC=C2)C#CC(C)(C)C